4-acryloyloxybenzoyl-benzophenone C(C=C)(=O)OC1=CC=C(C(=O)C2=C(C(=O)C3=CC=CC=C3)C=CC=C2)C=C1